cis-2-cyclopropylsulfonyl-7-deutero-5-phenyl-5,6-dihydropyrrolo[1,2-b][1,2,4]triazol-7-ol C1(CC1)S(=O)(=O)C=1N=C2N(N1)[C@@H](C[C@@]2(O)[2H])C2=CC=CC=C2